COC1=CC=C(CN(S(=O)(=O)C2=CC(=C(C=C2)C=2N=C3N(C=CC(=C3)C)C2C[C@H]2CN(CCO2)C(=O)O)C)CC2=CC=C(C=C2)OC)C=C1 (S)-2-((2-(4-(N,N-bis(4-methoxybenzyl)sulfamoyl)-2-methylphenyl)-7-methylimidazo[1,2-a]pyridin-3-yl)methyl)morpholine-4-carboxylic acid